5-Fluoro-3-{3-[4-(3-methansulfonylazetidin-1-carbonyl)phenyl]-1,2-oxazol-5-yl}-6-(2-methoxyethoxy)-1H-indazol FC=1C=C2C(=NNC2=CC1OCCOC)C1=CC(=NO1)C1=CC=C(C=C1)C(=O)N1CC(C1)S(=O)(=O)C